(3R)-3-(4-chlorophenyl)-2-[(5-chloropyridin-2-yl)methyl]-6-[2-hydroxy-1-(2-hydroxyethoxy)propan-2-yl]-3-methoxy-2,3-dihydro-1H-isoindol-1-one ClC1=CC=C(C=C1)[C@@]1(N(C(C2=CC(=CC=C12)C(COCCO)(C)O)=O)CC1=NC=C(C=C1)Cl)OC